5,7-dimethyloct-6-en-2-ol CC(CCC(C)O)C=C(C)C